1-(4-Chloro-2-(morpholin-3-yl)benzyl)-2-thiocarbonyl-1,2,3,5-tetrahydro-4H-pyrrolo[3,2-d]pyrimidin-4-one ClC1=CC(=C(CN2C(NC(C3=C2C=CN3)=O)=C=S)C=C1)C1NCCOC1